5-[methyl-(prop-2-ynyl)amino]Pyrazole-4-carbonitrile CN(C1=C(C=NN1)C#N)CC#C